O=C1NC(CCC1C=1C=C(CN2CCN(CC2)C2=CC=C(C(=O)NC3=CC(=C(C=C3)C)NC3=NC=CC(=N3)C=3C=NC=CC3)C=C2)C=CC1)=O 4-(4-(3-(2,6-dioxopiperidin-3-yl)benzyl)piperazin-1-yl)-N-(4-methyl-3-((4-(pyridin-3-yl)pyrimidin-2-yl)amino)phenyl)benzamide